FC(C1=C(C=NC(=C1)N[C@H](C(F)(F)F)C)C1=C(N=C(S1)C(=O)N[C@@H]1COC[C@H]1O)C(=O)N1[C@H](CCC1)C)F 5-(4-(difluoromethyl)-6-(((1S)-2,2,2-trifluoro-1-methylethyl)amino)-3-pyridyl)-N-((3R,4S)-4-Hydroxytetrahydrofuran-3-yl)-4-((2S)-2-methylpyrrolidine-1-carbonyl)thiazole-2-carboxamide